C(CCC)NP1[C@@H](CC[C@H]1C1=CC=C(C=C1)C(C)(C)C)C1=CC=C(C=C1)C(C)(C)C |r| rac-(2S,5S)-N-butyl-2,5-bis(4-tert-butylphenyl)phospholan-1-amine